N1=C(SC2=C1C[C@H]1COC[C@@H]2N1)NC(OC(C)(C)C)=O tert-Butyl (4S,8S)-4,7,8,9-tetrahydro-5H-4,8-epiminooxocino[5,4-d][1,3]thiazol-2-ylcarbamate